1-(2,6-difluoro-4-(2-(pyrrolidin-1-yl)ethoxy)phenyl)-3-methyl-2,3,4,9-tetrahydro-1H-pyrido[3,4-b]Indole FC1=C(C(=CC(=C1)OCCN1CCCC1)F)C1NC(CC2=C1NC1=CC=CC=C21)C